C(C)(=O)OC1CC(=CC=C1C)C(C)C (-)-dihydrocarvacrol acetate